methoxy-4'-nitroflavone COC1=C(OC2=CC=CC=C2C1=O)C1=CC=C(C=C1)[N+](=O)[O-]